4-(1-((tert-butoxycarbonyl)amino)cyclopropyl)-2-imino-2,3-dihydrobenzo[d]thiazole-6-carboxylic acid ethyl ester C(C)OC(=O)C1=CC2=C(NC(S2)=N)C(=C1)C1(CC1)NC(=O)OC(C)(C)C